FC1(CC(C1)NC=1N=CC2=C(N1)NC=C2C2=CC=C1C(CC(OC1=C2)(C)C)=O)F 7-(2-((3,3-difluorocyclobutyl)amino)-7H-pyrrolo[2,3-d]pyrimidin-5-yl)-2,2-dimethylchroman-4-one